N1=NC=CC2=CC(=CC=C12)C1=CNC=2N=C(N=C(C21)OC)N[C@@H]2CCCN(C2)C (R)-5-((5-(cinnolin-6-yl)-4-methoxy-7H-pyrrolo[2,3-d]pyrimidin-2-yl)amino)-1-methylpiperidin